3-(3-fluoropyrazolo[1,5-a]pyrimidin-7-yl)cyclobutyl 4-methylbenzenesulfonate CC1=CC=C(C=C1)S(=O)(=O)OC1CC(C1)C1=CC=NC=2N1N=CC2F